C(CCC)C1=NNC(=N1)C1=CC=CC=C1 3-Butyl-5-phenyl-1,2,4-triazole